[Si](C)(C)(C(C)(C)C)N=S(=O)(C)NC(O[C@H](C)C1=CC=CC=C1)=O (R)-1-phenylethyl (N-(tert-butyldimethyl silyl)-S-methylsulfonimidoyl)carbamate